ClC1=C(C=CC(=C1)C(F)(F)F)N1CCC(CC1)(C(=O)N[C@@H]1CN(CC1)C)C=1C=NC(=CC1)C1=C(C=CC=C1)OCC 1-[2-chloro-4-(trifluoromethyl)phenyl]-4-[6-(2-ethoxyphenyl)pyridin-3-yl]-N-[(3S)-1-methylpyrrolidin-3-yl]piperidine-4-carboxamide